COC1=C(NC(CC(=O)C)=O)C=C(C=C1)OC(CCCC)=O 2'-methoxy-5'-valeryloxyacetoacetanilide